C12CN(CC(CC1)O2)C(=O)C2=CC1=C(C=N2)C=NN1 8-oxa-3-azabicyclo[3.2.1]oct-3-yl-(1H-pyrazolo[4,3-C]pyridin-6-yl)methanone